β-Trimethylsilylethansulfonamid C[Si](CCS(=O)(=O)N)(C)C